ClC1=NC(=CC(=C1)C1OCCOC1)SC 2-chloro-4-(1,4-dioxan-2-yl)-6-(methylsulfanyl)pyridine